5-(4-(2-hydroxy-2-methylpropyl)piperazin-1-yl)-2-methylbenzoic acid OC(CN1CCN(CC1)C=1C=CC(=C(C(=O)O)C1)C)(C)C